BrC=1C2=CC=CC=C2C(=C2C=CC=CC12)C1=C(C(=C(C2=C(C3=C(C4=C(C(=CC=C4C=C3C=C12)[2H])[2H])[2H])[2H])[2H])[2H])[2H] 9-bromo-10-(1-tetracenyl-2,3,4,5,6,7,8-d7)anthracene